N,N-dihydroxyethyl p-phenylenediamine sulfate S(=O)(=O)(O)O.ON(C1=CC=C(C=C1)NCC)O